2-ethyl-2-methyl-2,3-dihydropyrazolo[5,1-b]oxazole C(C)C1(CN2C(O1)=CC=N2)C